BrC=1C=C(C=C2C(N(C(=NC12)C1CCOCC1)C)=O)Cl 8-bromo-6-chloro-3-methyl-2-tetrahydropyran-4-yl-quinazolin-4-one